6-chloro-1H-pyrazolo[3,4-b]Pyrazine-3-carboxylic acid ClC1=CN=C2C(=N1)NN=C2C(=O)O